6-(5-(3,4-Dihydroisoquinolin-2(1H)-yl) pentyl)-3-hydroxypicolinate C1N(CCC2=CC=CC=C12)CCCCCC1=CC=C(C(=N1)C(=O)[O-])O